C(C)(C)(C)C1=C(C2=NC(=CC=C2N1C(=O)OCC[C@@H]1OC(OC1)(CCCCCCCC\C=C/C\C=C/CCCCC)CCCCCCCC\C=C/C\C=C/CCCCC)Br)C(C)C 2-((S)-2,2-di((9Z,12Z)-octadeca-9,12-dien-1-yl)-1,3-dioxolan-4-yl)ethan-1-ol tert-butyl-5-bromo-3-isopropyl-1H-pyrrolo[3,2-b]pyridine-1-carboxylate